N-{[3-(8-{[(3S,4R)-3-fluoro-1-methylpiperidin-4-yl]amino}-3-[(trifluoromethyl)sulfanyl]indolizin-2-yl)-1,2,4-oxadiazol-5-yl]methyl}acetamide F[C@H]1CN(CC[C@H]1NC1=CC=CN2C(=C(C=C12)C1=NOC(=N1)CNC(C)=O)SC(F)(F)F)C